FC=1C(=C(C=CC1F)[C@@H]1CO[C@@]([C@H]1C)(C(F)(F)F)C)C=C (2S,3R,4S,5S)-3-(3,4-difluoro-2-vinyl-phenyl)-4,5-dimethyl-5-(trifluoromethyl)tetrahydrofuran